N-(5-fluoro-6-(4-(2-methyl-1,1-dioxidotetrahydrothiophen-2-yl)-1H-imidazol-1-yl)pyridin-3-yl)-2-(6-(trifluoromethyl)pyridin-2-yl)acetamide FC=1C=C(C=NC1N1C=NC(=C1)C1(S(CCC1)(=O)=O)C)NC(CC1=NC(=CC=C1)C(F)(F)F)=O